CC(C)(C)OC(CN1CCN(CC1)C1=C2C(N(C(C2=CC=C1)=O)C1C(NC(CC1)=O)=O)=O)=O {4-[2-(2,6-dioxo-hexahydropyridin-3-yl)-1,3-dioxo-2,3-dihydro-1H-isoindol-4-yl]piperazin-1-yl}acetic acid-2-methylpropan-2-yl ester